diamino-3,3',5,5'-tetramethylbiphenyl NC1=C(C=C(C=C1C)C1=CC(=C(C(=C1)C)N)C)C